NCC(C#CC=1C(=C(C(=CC1)O)N1CC(NS1(=O)=O)=O)F)C 5-(3-(4-amino-3-methylbut-1-yn-1-yl)-2-fluoro-6-hydroxyphenyl)-1,2,5-thiadiazolidin-3-one 1,1-dioxide